FC=1C=C2[C@@H]3CCCN3C=3C=CN4N=CC(NC(C[C@@H](OC2=CC1)C)=O)=C4N3 (6S,14S)-9-fluoro-14-methyl-13-oxa-2,17,20,21,24-pentaazapentacyclo[16.5.2.02,6.07,12.021,25]pentacosane-1(24),7,9,11,18(25),19,22-heptaene-16-one